BrCC=1C=CC=2C3=C(C(NC2C1)=O)C=NN3C(=O)OC(C)(C)C tert-butyl 7-(bromomethyl)-4-oxo-4,5-dihydro-1H-pyrazolo[4,3-c]quinoline-1-carboxylate